trimethoxy(thiophene-2-yl)silane CO[Si](C=1SC=CC1)(OC)OC